C1(CC1)N1N=CC=C1C(=O)N[C@@H](C(C1CC1)C1CC1)C(=O)NC1=NC=CC(=C1)CN1C(N[C@@H](C1)C)=O 1-cyclopropyl-N-((S)-1,1-dicyclopropyl-3-((4-(((R)-4-methyl-2-oxoimidazolidin-1-yl)methyl)pyridin-2-yl)amino)-3-oxopropan-2-yl)-1H-pyrazole-5-carboxamide